C(C)[Si](OC1CCO1)(CC)CC 4-((triethylsilyl)oxy)oxetan